(1R,2R)-1-amino-7-fluoro-4,4-dimethyl-1,2,3,4-tetrahydronaphthalen-2-ol (2S,3S)-2,3-dihydroxysuccinate monohydrate O.O[C@H](C(=O)O)[C@@H](C(=O)O)O.N[C@H]1[C@@H](CC(C2=CC=C(C=C12)F)(C)C)O